[Si](O)(O)(O)O.C(C)[Al](CC)CC triethyl-aluminum silicate